(R)-N-(1-(4,6-dichloropyridin-3-yl)pent-4-en-1-yl)-4-methoxyaniline ClC1=C(C=NC(=C1)Cl)[C@@H](CCC=C)NC1=CC=C(C=C1)OC